tert-butyl ((S)-(6-chloro-7-((R*)-3-methoxy-1-((S)-2-oxo-4-(trifluoromethyl)imidazolidin-1-yl)propyl)imidazo[1,2-b]pyridazin-2-yl)(4,4-difluorocyclohexyl)methyl)carbamate ClC=1C(=CC=2N(N1)C=C(N2)[C@H](C2CCC(CC2)(F)F)NC(OC(C)(C)C)=O)[C@@H](CCOC)N2C(N[C@@H](C2)C(F)(F)F)=O |o1:27|